C(C1=CC=CC=C1)SC=1C=C(C=CC1OC)C1(COCC1)C 3-(3-(benzylthio)-4-methoxyphenyl)-3-methyltetrahydrofuran